ClC1=CC2=C(O1)C=CC=C2Br 2-chloro-4-bromobenzo[b]furan